CN1N=C(C(=C1)C=1C2=C(N=CN1)C=C(C=N2)O)C2=CC=CC=C2 4-(1-methyl-3-phenyl-1H-pyrazol-4-yl)pyrido[3,2-d]pyrimidin-7-ol